COC1=CC=C(CC2=C(C=CC(=C2)CC2=CC=C(C=C2)OC)OC)C=C1 2,4-di(4-methoxybenzyl)anisole